β-hydroxy-α-methylene-γ-butyrolactone OC1C(C(=O)OC1)=C